FC=1C=C(C=CC1F)C1CO1 2-(3,4-difluorophenyl) ethylene oxide